COCC1N(C(OC1)=O)C=1C=C(C2=C(N=C(N=C2)SC)N1)C#C[Si](C(C)C)(C(C)C)C(C)C 4-(methoxymethyl)-3-[2-(methylsulfanyl)-5-[2-(triisopropylsilyl)ethynyl]pyrido[2,3-d]pyrimidin-7-yl]-1,3-oxazolidin-2-one